COC1=NC=CC(=C1)C=1C=C(N)C=CC1 3-(2-methoxypyridin-4-yl)aniline